FC=1C=C(C=C(C1)F)N1CCN(CC1)S(=O)(=O)C1=CC=C(C=C1)NC(=O)C1=C(C=NC=C1)I N-[4-[4-(3,5-difluorophenyl)piperazin-1-yl]sulfonylphenyl]-3-iodo-pyridine-4-carboxamide